COC1=CC=C2C=CC=NC2=C1S(=O)(=O)Cl 7-Methoxyquinoline-8-sulfonyl chloride